NC1=C(C(N(C2=CC(=CC=C12)C(F)(F)F)C1=CC(=C(C=C1)N)C)=O)C(=O)OC methyl 4-amino-1-(4-amino-3-methylphenyl)-2-oxo-7-(trifluoromethyl)-1,2-dihydroquinoline-3-carboxylate